ClC1=C2C=NN(C2=C(C=C1)N1N=C(C=C1)C)COCC[Si](C)(C)C 4-chloro-7-(3-methylpyrazol-1-yl)-1-{[2-(trimethylsilyl)ethoxy]methyl}-indazole